2-bromo-4-{2-[(2S)-2-(2-isopropoxyphenyl)pyrrolidin-1-yl]-7-azaspiro[3.5]nonan-7-yl}-N-{3-nitro-4-[(oxan-4-ylmethyl)amino]benzenesulfonyl}benzamide BrC1=C(C(=O)NS(=O)(=O)C2=CC(=C(C=C2)NCC2CCOCC2)[N+](=O)[O-])C=CC(=C1)N1CCC2(CC(C2)N2[C@@H](CCC2)C2=C(C=CC=C2)OC(C)C)CC1